2-{4-Hydroxymethyl-1'-methyl-5'-[5-(4-oxetan-3-yl-piperazin-1-yl)-pyridin-2-ylamino]-6'-oxo-1',6'-dihydro-[3,3']bipyridinyl-5-yl}-6,7,8,9-tetrahydro-2H-pyrazino[1,2-a]indol-1-one OCC1=C(C=NC=C1N1C(C=2N(C=3CCCCC3C2)C=C1)=O)C1=CN(C(C(=C1)NC1=NC=C(C=C1)N1CCN(CC1)C1COC1)=O)C